C(N)(=O)C=1N2CC(CC2=C(C1)C1=CC(=NC=C1Cl)NC(=O)C1C[C@@H]2CC(C[C@@H]2C1)C(=O)NC)(C)C (2s,3aR,5r,6aS)-N2-(4-(5-carbamoyl-2,2-dimethyl-2,3-dihydro-1H-pyrrolizin-7-yl)-5-chloropyridin-2-yl)-N5-methyloctahydropentalene-2,5-dicarboxamide